tert-butyl (3-(carbamothioyloxy)bicyclo[1.1.1]pentan-1-yl)carbamate C(N)(=S)OC12CC(C1)(C2)NC(OC(C)(C)C)=O